2-(propan-2-yl)-5-(3,4,4-trifluorobut-3-ene-1-sulfonyl)-1,3,4-thiadiazole CC(C)C=1SC(=NN1)S(=O)(=O)CCC(=C(F)F)F